COC(COC=1C=CC2=C(N(C(O2)=O)C2=NC=C(C=C2Cl)C(F)(F)F)C1)=O (3-(3-chloro-5-(trifluoromethyl)pyridin-2-yl)-2-oxo-2,3-dihydrobenzoxazol-5-yloxy)acetic acid methyl ester